r-2,2,4-trimethyl-1,3-pentanediol diisobutyrate C(C(C)C)(=O)OCC([C@@H](C(C)C)OC(C(C)C)=O)(C)C